2-{4-[(azepan-4-yl)amino]pyrido[3,4-d]pyridazin-1-yl}-5-(trifluoromethyl)phenol formate salt C(=O)O.N1CCC(CCC1)NC=1N=NC(=C2C1C=NC=C2)C2=C(C=C(C=C2)C(F)(F)F)O